3-((4-(5-chloro-3-methyl-2-(((6S)-6-methylmorpholin-2-yl)methyl)phenyl)pyrrolo[2,1-f][1,2,4]triazin-6-yl)methyl)-1,5-dimethylpyrimidine-2,4(1H,3H)-dione hydrochloride Cl.ClC=1C=C(C(=C(C1)C1=NC=NN2C1=CC(=C2)CN2C(N(C=C(C2=O)C)C)=O)CC2CNC[C@@H](O2)C)C